NC1=NC2=CC=C(C=C2C=N1)C=1C(=C(C=CC1)NS(=O)(=O)C=1C(=NC=C(C1)Cl)OC)F N-(3-(2-aminoquinazolin-6-yl)-2-fluorophenyl)-5-chloro-2-methoxypyridine-3-sulfonamide